C(C1=CC=CC=C1)SC1=CC(=C(C=C1)[N+](=O)[O-])OC benzyl(3-methoxy-4-nitrophenyl)sulfane